C(=O)(O)[C@H](C)NC1(CN(CCN(C1)[C@H](C(=O)O)C)[C@H](C(=O)O)C)C (2s,2'S)-2,2'-(6-(((S)-1-carboxyethyl)amino)-6-methyl-1,4-diazepane-1,4-diyl)dipropionic acid